4,6-dichloro-pyrimidine-2-carbaldehyde ClC1=NC(=NC(=C1)Cl)C=O